(3S)-4-{4-bromo-2-methylfuro[2,3-c]pyridin-7-yl}-3-methylmorpholine BrC1=C2C(=C(N=C1)N1[C@H](COCC1)C)OC(=C2)C